methyl 1-(5-((3-fluorophenyl) ethynyl)-2,3-dihydro-1H-inden-1-yl)-3,3-dimethylpiperidine-4-carboxylate FC=1C=C(C=CC1)C#CC=1C=C2CCC(C2=CC1)N1CC(C(CC1)C(=O)OC)(C)C